2-(phenylselanyl)cyclohexyl 4-chlorobenzoate ClC1=CC=C(C(=O)OC2C(CCCC2)[Se]C2=CC=CC=C2)C=C1